C1(=CC=CC=C1)N=CC=NC1=CC=CC=C1 N,N'-diphenylethane-1,2-diimine